N(C1=CC=CC=C1)CCC 3-Anilinopropan